N-[4-amino-2-(2-trimethylsilylethoxymethyl)pyrazolo[4,3-c]pyridin-7-yl]-N'-(4-methyltetralin-1-yl)-N'-[[5-(trifluoromethyl)-2-pyridyl]methyl]oxamide NC1=NC=C(C=2C1=CN(N2)COCC[Si](C)(C)C)NC(=O)C(=O)N(CC2=NC=C(C=C2)C(F)(F)F)C2CCC(C1=CC=CC=C21)C